FC(C(N)C=1NC=C(N1)CC1=CC=NC=C1)(F)F 2,2,2-trifluoro-1-(4-(pyridin-4-ylmethyl)-1H-imidazol-2-yl)ethan-1-amine